CC1(CNC(C2=CC=C(C=C12)C1=NC(=NC=C1F)N[C@@H]1C[C@H](CC1)NS(=O)(=O)C)=C=O)C Trans-N-(3-((4-(4,4-dimethyl-1-carbonyl-1,2,3,4-tetrahydroisoquinolin-6-yl)-5-fluoropyrimidin-2-yl)amino)cyclopentyl)methanesulfonamide